COC=1N=C2C(=CC=NC2=CC1OC)OC1=CC=C(C=C1)NC(=O)C=1C(=NC(=C(C1O)C1=C(C=C(C=C1)F)C)C)COCC N-[4-[(6,7-dimethoxy-1,5-naphthyridin-4-yl)oxy]phenyl]-2-(ethoxymethyl)-5-(4-fluoro-2-methylphenyl)-4-hydroxy-6-methylpyridine-3-carboxamide